C(OC1=CC(=NN1)N1C(C2=CC=CC=C2C1=O)=O)([2H])([2H])[2H] 2-(5-(methoxy-d3)-1H-pyrazol-3-yl)isoindoline-1,3-dione